tert-butyl 2-(3-bromo-phenyl)-3-(3-((2-ethoxy-2-oxoethyl)thio)-2,2-dimethylpropoxy)-2-methylpropanoate BrC=1C=C(C=CC1)C(C(=O)OC(C)(C)C)(COCC(CSCC(=O)OCC)(C)C)C